3,4-bis(benzyloxy)benzoyl chloride C(C1=CC=CC=C1)OC=1C=C(C(=O)Cl)C=CC1OCC1=CC=CC=C1